anti-3-hydroxy-3-methylglutaryl-coenzyme A OC(CC(=O)SCCNC(CCNC([C@@H](C(COP(OP(OC[C@@H]1[C@H]([C@H]([C@@H](O1)N1C=NC=2C(N)=NC=NC12)O)OP(=O)(O)O)(=O)O)(=O)O)(C)C)O)=O)=O)(CC(=O)O)C